methyl (R)-2-(4-(trifluoromethyl)phenoxy)propanoate FC(C1=CC=C(O[C@@H](C(=O)OC)C)C=C1)(F)F